N[C@H]1C[C@H]([C@H](C1)N(C1=NC=NC=C1OC1=C(C(=O)N(C(C)C)C(C)C)C=C(C=C1)F)C)O 2-[(4-{[(1S,2R,4R)-4-amino-2-hydroxycyclopentyl](methyl)amino}pyrimidin-5-yl)oxy]-5-fluoro-N,N-di(propan-2-yl)benzamide